IC=1C=C(C=CC1)N(C1=CC=CC=C1)C1=CC=CC=C1 3-Iodo-phenyl-diphenylamin